butyl N-[4-(aminomethyl)pyridin-2-yl]carbamate NCC1=CC(=NC=C1)NC(OCCCC)=O